C(C)OS(=O)(=O)OCC Diethylsulfat